7-Ethyl-4-(4-fluoro-3-(4-(methoxymethyl)-1-methyl-1H-benzo[d][1,2,3]triazol-5-yl)phenyl)-7H-imidazo[4,5-c]pyridazine C(C)N1C=NC2=C1N=NC=C2C2=CC(=C(C=C2)F)C2=C(C1=C(N(N=N1)C)C=C2)COC